(2-methyl-4-oxapentane-2-yl)-3-morpholinopropionamide CC(C)(COC)C(C(=O)N)CN1CCOCC1